C(CCCCC)C=1C=C(SC1[Sn](CCCC)(CCCC)CCCC)C1=CC=C(C=C1)C(=C(C1=CC=CC=C1)C1=CC=C(N(C)C)C=C1)C1=CC=CC=C1 4-(2-(4-(4-hexyl-5-(tributylstannyl)thiophen-2-yl)phenyl)-1,2-diphenylvinyl)-N,N-dimethylaniline